1,1,1-Trifluoro-2-buten FC(C=CC)(F)F